C(CC)OCCNCCCN1CCCC1 N-(2-(n-propoxy)ethyl)-3-(pyrrolidinyl)propan-1-amine